2-cyclopropyl-2-Propanol C1(CC1)C(C)(C)O